The molecule is an organophosphate oxoanion arising from deprotonation of the diphosphate OH groups of CDP-glycerol; major species at pH 7.3. It is a conjugate base of a (2R)-CDP-glycerol. C1=CN(C(=O)N=C1N)[C@H]2[C@@H]([C@@H]([C@H](O2)COP(=O)([O-])OP(=O)([O-])OC[C@@H](CO)O)O)O